2-((3'-(4-Cyano-2-fluorobenzyloxy)-2-fluorobiphenyl-4-yl)methyl)-1-((tetrahydrofuran-2-yl)methyl)-1H-benzo[d]imidazole-6-carboxylic acid C(#N)C1=CC(=C(COC=2C=C(C=CC2)C2=C(C=C(C=C2)CC2=NC3=C(N2CC2OCCC2)C=C(C=C3)C(=O)O)F)C=C1)F